CN1CCN(CC1)C1=NC=CC(=N1)C1=NC=NO1 5-[2-(4-methylpiperazin-1-yl)pyrimidin-4-yl]-1,2,4-oxadiazol